CC(CC(=O)O)CC(CC(CCCCCCC)C)C 3,5,7-TRIMETHYLTETRADECANOIC ACID